[NH4+].[NH4+].C(C)N1CSC2=C1C=CC(=C2)S(=O)(=O)[O-].C(C)N2CSC1=C2C=CC(=C1)S(=O)(=O)[O-] bis-(3-ethylbenzothiazoline-6-sulfonic acid) diammonium salt